7,10-dichloro-2-methoxybenzo[b]-1,5-naphthyridine ClC=1C=CC=2C(=NC3=CC=C(N=C3C2Cl)OC)C1